3-(quinolin-6-ylamino)-4-methoxycyclobut-3-ene-1,2-dione N1=CC=CC2=CC(=CC=C12)NC=1C(C(C1OC)=O)=O